NC(C(CC1C(NC(C1)(C)C)=O)=NC(OC(C)(C)C)=O)=O tert-butyl ((2S)-1-amino-3-(5,5-dimethyl-2-oxopyrrolidin-3-yl)-1-oxopropyl-2-yl)carbamate